OC(C)C1CC(CN1)O 5-(1-hydroxyethyl)pyrrolidin-3-ol